N[C@@H](C(=O)[O-])CCCP(=O)(O)O (2R)-amino-5-phosphonopentanoate